[Ni](F)F.CN(CCN(C)C)C tetramethyl-ethylenediamine nickel difluoride